CCCCC/C=C\\C/C=C\\CCCCCCC[C@H](CC(=O)SCCNC(=O)CCNC(=O)[C@@H](C(C)(C)COP(=O)(O)OP(=O)(O)OC[C@@H]1[C@H]([C@H]([C@@H](O1)N2C=NC3=C(N=CN=C32)N)O)OP(=O)(O)O)O)O The molecule is a 3-hydroxy fatty acyl-CoA that results from the formal condensation of the thiol group of coenzyme A with the carboxy group of (3R,11Z,14Z)-3-hydroxyicosadienoic acid. It is a (R)-3-hydroxyacyl-CoA, a 3-hydroxy fatty acyl-CoA, a long-chain fatty acyl-CoA and an unsaturated fatty acyl-CoA. It is a conjugate acid of a (3R,11Z,14Z)-3-hydroxyicosadienoyl-CoA(4-).